C(C)(C)(C)N1C=NC(C1)=N N-(tertiary butyl)-4-(imino)-imidazole